CC/1(N(CC\C1=C/C#CC1=NC(=CC=C1)NC)C(=O)OC)C methyl (3E)-2,2-dimethyl-3-{3-[6-(methylamino)pyridin-2-yl]prop-2-yn-1-ylidene}pyrrolidine-1-carboxylate